NC=1NC2=C(C=NN(C2=O)C)N1 2-amino-5-methyl-3H-imidazo[4,5-d]pyridazin-4-one